4-(((6-bromo-3-fluoropyridin-2-yl)oxy)methyl)-2,5-difluorobenzonitrile BrC1=CC=C(C(=N1)OCC1=CC(=C(C#N)C=C1F)F)F